(3-acryloyloxypropyl)tri(trimethylsiloxy)silane C(C=C)(=O)OCCC[Si](O[Si](C)(C)C)(O[Si](C)(C)C)O[Si](C)(C)C